FC(C1=CC=C(C=C1)C(=C)B1OC(C)(C)C(C)(C)O1)(F)F 1-(4-trifluoromethylphenyl)vinylboronic acid pinacol ester